Zirconium-Oxid [O-2].[Zr+4].[O-2]